CC(C=C)CC(CC=C)C 3,5-dimethyl-1,7-octadiene